2-methyl-5-cyclohexyl-pentanol CC(CO)CCCC1CCCCC1